ClC(C(=O)N(CC=C)CC(NCC=C)=O)Cl 2,2-dichloro-N-(2-oxo-2-(2-propenylamino)ethyl)-N-(2-propenyl)acetamide